C(C=C)(=O)C1C2(N(CCC1)C1=CC=C(C=C1)C)NC1=CC(=CC=C1C2)N(C)C 3'-acryloyl-6-(dimethylamino)-1'-p-tolyl-spiro[indoline-2,2'-piperidine]